N-((4-chloro-2,6-diisopropylphenyl)carbamoyl)-5,6,7,8-tetrahydronaphthalene-2-sulfonamide ClC1=CC(=C(C(=C1)C(C)C)NC(=O)NS(=O)(=O)C1=CC=2CCCCC2C=C1)C(C)C